5-(2-chloro-3-fluoro-4-methoxy-phenyl)-N-[3-chloro-4-[4-(4-hydroxypiperidine-4-carbonyl)piperazine-1-carbonyl]phenyl]-1-methyl-imidazole-2-carboxamide formate C(=O)O.ClC1=C(C=CC(=C1F)OC)C1=CN=C(N1C)C(=O)NC1=CC(=C(C=C1)C(=O)N1CCN(CC1)C(=O)C1(CCNCC1)O)Cl